C(C)(C)(C)OC(=O)N1C[C@H]2C([C@H]2C1)C1=NOC2=C1C=CC=C2 (1R,5S,6r)-6-(1,2-benzoxazol-3-yl)-3-azabicyclo[3.1.0]Hexane-3-carboxylic acid tert-butyl ester